(R)-N-((R)-1-(5-fluoro-2-methoxypyridin-3-yl)propyl)propane-2-sulfinamide 2-(dimethylamino)ethyl-acrylate CN(CCOC(C=C)=O)C.FC=1C=C(C(=NC1)OC)[C@@H](CC)N[S@](=O)C(C)C